2-(3-chloro-2-methyl-5-nitrobenzyl)propane-1,3-diol ClC=1C(=C(CC(CO)CO)C=C(C1)[N+](=O)[O-])C